C(O)NC(=O)NCO L-1,3-dimethylolurea